BrC=1C(=C(C=C(C1)C)C(C(C(=O)C=1C=NC=CC1)C)=O)O 1-(3-bromo-2-hydroxy-5-methyl-phenyl)-2-methyl-3-(3-pyridinyl)propane-1,3-dione